4-[5-chloro-2-(methylsulfanyl)-1H-1,3-benzodiazol-1-yl]-3-methylpiperidine-1-carboxylate ClC1=CC2=C(N(C(=N2)SC)C2C(CN(CC2)C(=O)[O-])C)C=C1